(R)-1-(4-chlorobenzyl)-3-(4-(1,4-dimethyl-6-oxopiperazin-2-yl)phenyl)urea ClC1=CC=C(CNC(=O)NC2=CC=C(C=C2)[C@H]2N(C(CN(C2)C)=O)C)C=C1